N-(4-(2H-1,2,3-triazol-2-yl)-3-(trifluoromethyl)phenyl)-1-(4-oxo-4H-pyrido[1,2-a]pyrimidin-9-yl)-5-cyclopropyl-1H-pyrazole-4-carboxamide N=1N(N=CC1)C1=C(C=C(C=C1)NC(=O)C=1C=NN(C1C1CC1)C1=CC=CN2C1=NC=CC2=O)C(F)(F)F